ClC1=CC=C(C(=N1)C(=O)O)N[C@H](C)C1=C2N=C(C(=NC2=CC(=C1)C)C#N)N1CCN2C(CC1)=NC=C2 (R)-6-chloro-3-((1-(2-cyano-7-methyl-3-(5,6,8,9-tetrahydro-7H-imidazo[1,2-d][1,4]diazepin-7-yl)quinoxalin-5-yl)ethyl)amino)picolinic acid